NC1=NC=CC(=C1CN1[C@H](COCC1)CC)OC1=C(C=C(C=C1)NC(=O)C=1C=NN(C1C(F)(F)F)C1=NC=CC=C1F)F |r| N-[4-[[2-amino-3-[[rac-(3S)-3-ethylmorpholin-4-yl]methyl]-4-pyridyl]oxy]-3-fluoro-phenyl]-1-(3-fluoro-2-pyridyl)-5-(trifluoromethyl)pyrazole-4-carboxamide